C(C)OP(=O)(OCC)C(C(=O)[O-])CCC=C(C)C 2-(diethoxyphosphoryl)-6-methylhept-5-enoate